tert-Butyl 2-(((2-chloroethyl)thio)carbonyl)-2-(2-(5-(methoxycarbonyl)thiophen-2-yl)ethyl)hydrazinecarboxylate ClCCSC(=O)N(NC(=O)OC(C)(C)C)CCC=1SC(=CC1)C(=O)OC